ClC1=C(C=CC=C1)CC(=O)NC1=CCN(C=C1)C12CCC(C1)(C2)F 4-[[2-(2-Chlorophenyl)acetyl]amino]-N-(4-fluoro-1-bicyclo[2.1.1]hexanyl)pyridin